3-[(4-amino-3-methoxy-naphthalen-1-yl)diazenyl]benzene-sulfonamide NC1=C(C=C(C2=CC=CC=C12)N=NC=1C=C(C=CC1)S(=O)(=O)N)OC